C=C1C2CC(C(CC2)C1)=C 7,3-bis(methylene)bicyclo[2.2.2]octane